ClC1=NC=C(C(=C1)C1=C(C=NC(=C1)C)C(=O)NC=1SC2=C(N1)CN(C2)C(=O)C2=NC=C(C=N2)OC)OC 2'-chloro-5'-methoxy-N-(5-(5-methoxy-pyrimidine-2-carbonyl)-5,6-dihydro-4H-pyrrolo[3,4-d]thiazol-2-yl)-6-methyl-[4,4'-bipyridine]-3-carboxamide